[Sn].[Pb].[Pb] Dilead-tin